N[C@@]1([C@H](O)[C@H](O)[C@@H](CO)O1)N1C=NC=2C(N)=NC=NC12 (amino)adenosine